BrC=1C(=C(C=CC1)NC(C(C)(C)O)=O)F N-(3-bromo-2-fluoro-phenyl)-2-hydroxy-2-methyl-propanamide